7-bromo-6-chloro-2,4-dihydroxyquinoline-3-carbonitrile BrC1=C(C=C2C(=C(C(=NC2=C1)O)C#N)O)Cl